6-(tetrahydro-2H-pyran-4-yl)quinoline-4-carboxylic acid tert-butyl ester C(C)(C)(C)OC(=O)C1=CC=NC2=CC=C(C=C12)C1CCOCC1